CC(=CCCC1=CCC(CC1)C=O)C 4-(4-methylpent-3-enyl)cyclohex-3-ene-1-carbaldehyde